undecylfluorodecylsulfonate C(CCCCCCCCCC)OS(=O)(=O)CCCCCCCCCCF